ClC=1C=C(NCC2=CC=C(C=C2)C2=NOC(C2)(O)C(F)(F)F)C=CC1 3-{4-[(3-chloroanilino)methyl]phenyl}-5-(trifluoromethyl)-4,5-dihydro-1,2-oxazol-5-ol